2-((3R,4R,5R,6R)-4,5-bis(benzyloxy)-6-((benzyloxy)methyl)tetrahydro-2H-pyran-3-yl)acetamide C(C1=CC=CC=C1)O[C@@H]1[C@@H](CO[C@@H]([C@@H]1OCC1=CC=CC=C1)COCC1=CC=CC=C1)CC(=O)N